(S)-2-((S)-2-acetamidobutanamido)-6-diazo-5-oxohexanoic acid C(C)(=O)N[C@H](C(=O)N[C@H](C(=O)O)CCC(C=[N+]=[N-])=O)CC